(4R)-4-((1R,2S)-3-azido-1-{[tert-butyl-(dimethyl)silyl]oxy}-2-cyclopropylpropyl)-2,2-dimethyl-1,3-oxazolidine-3-carboxylic acid tert-butyl ester C(C)(C)(C)OC(=O)N1C(OC[C@@H]1[C@@H]([C@H](CN=[N+]=[N-])C1CC1)O[Si](C)(C)C(C)(C)C)(C)C